Ammonium peroxydisulfate S(=O)(=O)([O-])OOS(=O)(=O)[O-].[NH4+].[NH4+]